FC(OC=1C=C(C=CC1F)N(C1CCC(CC1)N(C1=C(C(N(C=2C=CC(=NC12)C#N)C)=O)C#N)C)CC1COCC1)F 8-((4-((3-(difluoromethoxy)-4-fluorophenyl)((tetrahydrofuran-3-yl)methyl)amino)cyclohexyl)(methyl)amino)-5-methyl-6-oxo-5,6-dihydro-1,5-naphthyridine-2,7-dicarbonitrile